N1=C(C=CC=C1)CNC(=O)C=1SC=NN1 N-(pyridin-2-ylmethyl)-1,3,4-thiadiazole-2-carboxamide